ClC1=C(C#N)C(=CC=N1)NC1=C(C=C(C=C1)OC1CCC1)C 2-chloro-4-((4-cyclobutoxy-2-methylphenyl)amino)nicotinonitrile